(S)-oxiranemethanol O1[C@H](C1)CO